pyrazolo[1,5-a]pyridine-2-carboxaldehyde N1=C(C=C2N1C=CC=C2)C=O